C(CCCCCCCCCCCCCCCC)(=O)NC1CCCCC1 (1s,4s)-4-heptadecanamidocyclohexane